C1(CC1)C1=CC(=C(C=C1)NC1=CC(=NC=C1C(=O)NOCC)NC=1SC=C(N1)C)N(S(=O)(=O)C)C 4-((4-cyclopropyl-2-(N-methyl-methanesulfonamido)-phenyl)amino)-N-ethoxy-6-((4-methyl-thiazol-2-yl)-amino)nicotinamide